Iso-Octylmethacrylat C(CCCCC(C)C)OC(C(=C)C)=O